tert-butyl (2R,5S)-5-(((3R,5R)-3,5-dimethylmorpholino) methyl)-4-(2-(7-(4-fluorobenzyl)-2,3-dihydro-1H-pyrido[2,3-b][1,4]oxazin-1-yl)-2-oxoethyl)-2-methylpiperazine-1-carboxylate C[C@@H]1COC[C@H](N1C[C@@H]1N(C[C@H](N(C1)C(=O)OC(C)(C)C)C)CC(=O)N1C2=C(OCC1)N=CC(=C2)CC2=CC=C(C=C2)F)C